[Si](C)(C)(C(C)(C)C)OCCC[C@H](C)OC1=C(C=C2C(=N1)N(C=C2)S(=O)(=O)CC2=CC=CC=C2)OC2=C(C(=O)OC)C=CC(=C2)F (S)-methyl 2-((6-((5-((tert-butyldimethylsilyl) oxy) pent-2-yl) oxy)-1-toluenesulfonyl-1H-pyrrolo[2,3-b]pyridin-5-yl) oxy)-4-fluorobenzoate